OC1SCC(SC1)O 2,5-dihydroxy-1,4-dithiane